C(C1=CC=CC=C1)OC=1C=CC=C2C=CC=[N+](C12)[O-] 8-(benzyloxy)quinoline 1-oxide